Cl.NCCCCNC(OCC=O)=O 2-oxoethyl (4-aminobutyl)carbamate hydrochloride